ClC1=CC=C(C(=N1)C(=O)O)N[C@H](C)C1=C2N=C(C(=NC2=CC(=C1)C)C#N)N1CC(C1)C=1C=NC=CC1 (R)-6-chloro-3-((1-(2-cyano-7-methyl-3-(3-(pyridin-3-yl)azetidin-1-yl)quinoxalin-5-yl)ethyl)amino)picolinic acid